C(C=C)(=O)OC(C(C)O)OC(C=C)=O 2-hydroxypropanediol diacrylate